C(C)(C)(C)OC(NCCN1C2(CCC2)CCC1)=O (2-(5-azaspiro[3.4]oct-5-yl)ethyl)carbamic acid tert-butyl ester